(6aR,7R,10aR)-4-(4-fluorophenyl)-7,10a-dimethyl-2-(2-methylpyridin-4-yl)-8-oxo-5,6,6a,7,8,9,10,10a-octahydrobenzo[h]quinazoline-9-carboxamide FC1=CC=C(C=C1)C1=NC(=NC=2[C@]3([C@H](CCC12)[C@H](C(C(C3)C(=O)N)=O)C)C)C3=CC(=NC=C3)C